FC([C@H](C)C1=CC(=NC=C1)C(=O)NC=1C=NC(=C(C1)C=1C=NC2=CC(=NC=C2C1)NC)C)F (R)-4-(1,1-difluoropropan-2-yl)-N-(6-methyl-5-(7-(methylamino)-1,6-naphthyridin-3-yl)pyridin-3-yl)picolinamide